COC=1C=CC=C2C=C(CCC12)C1=CC=CC=C1 8-methoxy-3-phenyl-1,2-dihydronaphthalene